tert-butyl 2-(hydroxymethyl)-6-methyl-1H-indole-1-carboxylate OCC=1N(C2=CC(=CC=C2C1)C)C(=O)OC(C)(C)C